N-[4-(3-cyanophenyl)-5-(3-fluoro-2,6-dimethyl-4-pyridinyl)thiazol-2-yl]-2-oxa-6-azaspiro[3.3]heptane-6-carboxamide C(#N)C=1C=C(C=CC1)C=1N=C(SC1C1=C(C(=NC(=C1)C)C)F)NC(=O)N1CC2(COC2)C1